BrC1=C2N=C3C=CC=C(C3=NC2=CC=C1)C(C)=O 1-(6-Bromophenazin-1-yl)ethan-1-one